OC1=C(C(C)(C)C=2C=C(C=C(C2)N2N=C3C(=N2)C=CC=C3)C(C3=CC=CC=C3)(C)C)C=CC=C1 2-[2'-hydroxy-3,5-bis-(α,α-dimethyl-benzyl)phenyl]-2H-benzotriazole